COC(=O)[C@H]1N(C[C@@H](C1)C=C)C(=O)OCC1=CC=CC=C1 (2S,4S)-4-vinylpyrrolidine-1,2-dicarboxylic acid 1-benzyl 2-methyl ester